BrC1=C(C=CC=C1)N1C=2C=CC=CC2C(C2=CC=CC=C12)(C)C 10-(2-bromophenyl)-9,9-dimethyl-9,10-dihydroacridine